The molecule is an acyl-CoA(4-) oxoanion arising from deprotonation of the phosphate and diphosphate OH groups of (S)-3-hydroxytetradecanoyl-CoA; major species at pH 7.3. It is a conjugate base of a (S)-3-hydroxytetradecanoyl-CoA. CCCCCCCCCCC[C@@H](CC(=O)SCCNC(=O)CCNC(=O)[C@@H](C(C)(C)COP(=O)([O-])OP(=O)([O-])OC[C@@H]1[C@H]([C@H]([C@@H](O1)N2C=NC3=C(N=CN=C32)N)O)OP(=O)([O-])[O-])O)O